BrC=1C=NC=2N(C1)C(=C(N2)C2=NC(=NN2)C(F)(F)F)C2=CN=CN2 5-[6-bromo-3-(1H-imidazol-5-yl)imidazo[1,2-a]pyrimidin-2-yl]-3-(trifluoromethyl)-1H-1,2,4-triazole